N-α-linolenoyl-glutamic acid C(CCCCCCC\C=C/C\C=C/C\C=C/CC)(=O)N[C@@H](CCC(=O)O)C(=O)O